(S)-3-(((benzyloxy)carbonyl)amino)pyrrolidine-1-carboxylic acid tert-butyl ester C(C)(C)(C)OC(=O)N1C[C@H](CC1)NC(=O)OCC1=CC=CC=C1